C1(CC1)C([C@@H](C(NC=1C=NN(C1)CC#C)=O)NC(=O)C=1N(N=CC1)C(C)C)C1CC1 N-[(1s)-1-(dicyclopropylmethyl)-2-oxo-2-[(1-prop-2-ynylpyrazol-4-yl)amino]ethyl]-2-isopropyl-pyrazole-3-carboxamide